COC=1C=C(C=CC1OC)S(=O)(=O)N 3,4-dimethoxy-benzenesulfonamide